((S)-2-(2-hydroxyphenyl)-6a,7,9,10-tetrahydro-5H-pyrazino[1',2':4,5]pyrazino[2,3-c]pyridazin-8(6H)-yl)((S)-piperidin-3-yl)methanone OC1=C(C=CC=C1)C=1C=C2C(=NN1)NC[C@@H]1N2CCN(C1)C(=O)[C@@H]1CNCCC1